N12CCCCCC2=NCCC1 1,8-diazabicyclo[5.4.0]-undeca-7-ene